N1(C=NC=C1)CCN1C=CC2=CC=CC=C12 1-(2-(1H-imidazole-1-yl)ethyl)-1H-indole